OC(CN1N=CC=C1C1=CC=C(C=C1)[C@@H]1CC[C@H](CC1)OC=1N=NNC1C(=O)O)(C)C 4-(((trans)-4-(4-(1-(2-hydroxy-2-methylpropyl)-1H-pyrazol-5-yl)phenyl)cyclohexyl)oxy)-1H-1,2,3-triazole-5-carboxylic acid